[3-({5-chloro-4-[(3-fluorobenzyl)amino]pyridin-2-yl}amino)phenyl](4-ethylpiperazin-1-yl)methylketone ClC=1C(=CC(=NC1)NC=1C=C(C=CC1)C(N1CCN(CC1)CC)C(=O)C(C1=CC(=CC=C1)NC1=NC=C(C(=C1)NCC1=CC(=CC=C1)F)Cl)N1CCN(CC1)CC)NCC1=CC(=CC=C1)F